2-(4-chlorophenyl)-4-[[phenylmethylsulfonyl]oxy]-5-amino-3(2H)-furanone ClC1=CC=C(C=C1)C1OC(=C(C1=O)OS(=O)(=O)CC1=CC=CC=C1)N